C(CCC(=O)C)(=O)O[C@H]1[C@H](O)O[C@H]([C@@H]([C@H]1OCC1=CC2=CC=CC=C2C=C1)OCC1=CC2=CC=CC=C2C=C1)C 2-O-levulinyl-3,4-di-O-(2-naphthylmethyl)-alpha-L-rhamnose